ClC=1C=C(CNC=2NC(C3=C(N2)C=NN3C\C=C\COC)=O)C=CC1Cl (E)-5-((3,4-dichlorobenzyl)amino)-1-(4-methoxybut-2-en-1-yl)-1H-pyrazolo[4,3-d]pyrimidin-7(6H)-one